CN(C)C1=CC=NC=C1 p-N,N-dimethylaminopyridine